(3-Fluoro-5-(1-(pyrimidin-5-yl)-1H-pyrazol-4-yl)phenyl)methylamine FC=1C=C(C=C(C1)C=1C=NN(C1)C=1C=NC=NC1)CN